lead naphthalene-2-carboxylate C1=C(C=CC2=CC=CC=C12)C(=O)[O-].[Pb+2].C1=C(C=CC2=CC=CC=C12)C(=O)[O-]